CN(C)CC1=NC(=C(C2=CC=C(C=C12)OC1=CC=CC=C1)O)C(=O)OC methyl 1-[(dimethylamino) methyl]-4-hydroxy-7-phenoxyisoquinoline-3-carboxylate